(1S,2R,3S)-2-ethyl-N-[7-methyl-6-[4-((S)-3-methyltetrahydrofuran-3-yl)piperazin-4-ium-1-yl]-3-isoquinolinyl]-3-(1-methylpyrazol-4-yl)cyclopropanecarboxamide C(C)[C@H]1[C@@H]([C@H]1C=1C=NN(C1)C)C(=O)NC=1N=CC2=CC(=C(C=C2C1)N1CC[NH+](CC1)[C@@]1(COCC1)C)C